C(C)OC1=NN(C=C1NC1=NC=C(C(=N1)C1=CNC2=C(C=CC=C12)NC([C@@H](CC)N1CCN(CC1)C)=O)C)C (2R)-N-(3-{2-[(3-ethoxy-1-methyl-1H-pyrazol-4-yl)amino]-5-methylpyrimidin-4-yl}-1H-indol-7-yl)-2-(4-methylpiperazin-1-yl)butanamide